COC(C1=C(CN(C(=O)C2OCCCC2)CC(NC=2C=C3CC4(C(NC5=NC=CC=C54)=O)CC3=CC2)=O)C=CC=C1)OC N-(2-(Dimethoxymethyl)benzyl)-N-(2-oxo-2-((2'-oxo-1,1',2',3-tetrahydrospiro[indene-2,3'-pyrrolo[2,3-b]pyridin]-5-yl)amino)ethyl)tetrahydro-2H-pyran-2-carboxamide